1-(((9aR,10S)-10-((R)-(2,3-difluorophenyl)(phenyl)methyl)-3,5-dioxo-3,5,8,9,9a,10-hexahydro-7H-pyrrolo[1',2':4,5]pyrazino[1,2-b]pyridazin-4-yl)oxy)ethyl ethyl carbonate C(OC(C)OC1=C2N(N=CC1=O)[C@H]([C@@H]1N(C2=O)CCC1)[C@H](C1=CC=CC=C1)C1=C(C(=CC=C1)F)F)(OCC)=O